(S)-6-(1-amino-1,3-dihydrospiro[indene-2,4'-piperidine]-1'-yl)-3-(1-(oxazol-4-yl)cyclopropyl)-1,5-dihydro-4H-pyrazolo[3,4-d]pyrimidin-4-one N[C@@H]1C2=CC=CC=C2CC12CCN(CC2)C=2NC(C1=C(N2)NN=C1C1(CC1)C=1N=COC1)=O